C1(=CC=CC2=CC=CC=C12)C(=O)[O-].C1(=CC=CC2=CC=CC=C12)C(=O)[O-].C1(=CC=CC2=CC=CC=C12)C(=O)[O-].C(C)C(C[Sn+3])CCCC 2-ethylhexyl-Tin Trinaphthate